C(C1=CC=CC=C1)C1(CCC(CC1)(C(F)(F)F)OCCOC)N benzyl-4-(2-methoxyethoxy)-4-(trifluoromethyl)cyclohexan-1-amine